FC(C=1C=C(C(=O)N[C@H](C)C=2C(=NC=CN2)C=2SC(=CN2)C(=O)OC)C=C(C1)C(F)(F)F)(F)F |r| (rac)-Methyl 2-(3-{1-[3,5-bis(trifluoromethyl)benzamido]ethyl}pyrazin-2-yl)-1,3-thiazole-5-carboxylate